CC1=C(C=CC=C1C1=NC(=C(C=O)C=C1)OC)C1=C(C(=CC=C1)C#CC1CNCCC1)C 6-(2,2'-dimethyl-3'-(piperidin-3-ylethynyl)-[1,1'-biphenyl]-3-yl)-2-methoxynicotinaldehyde